C1(CC1)CC(N1CCNCC1)C1=CC=C(C=C1)[C@H](C)NC1=CC=2N(C(OCC2C=N1)=O)C 7-[[(1S)-1-[4-(2-Cyclopropyl-1-piperazin-1-yl-ethyl)phenyl]ethyl]amino]-1-methyl-4H-pyrido[4,3-d][1,3]oxazin-2-one